(3-(sec-butylcarbamoyl)phenyl)carbamic acid tert-butyl ester C(C)(C)(C)OC(NC1=CC(=CC=C1)C(NC(C)CC)=O)=O